2-bromo-5-[(3,3-dimethyl-2H-benzofuran-4-yl)oxy]pyrazine BrC1=NC=C(N=C1)OC1=CC=CC2=C1C(CO2)(C)C